CC1=C(C=CC=C1)S(=O)(=O)NC12CC3CC(CC(C1)C3)C2 2-Methyl-N-(tricyclo[3.3.1.13,7]dec-1-yl)benzenesulfonamide